(2R)-N-(3-{6-azaspiro[2.5]oct-6-yl}-4-{1-[2-(4,4-difluoropiperidin-1-yl)-6-methylpyridin-4-yl]-1H-1,2,3-triazol-4-yl}phenyl)-1-hydroxypropane-2-sulfonamide C1CC12CCN(CC2)C=2C=C(C=CC2C=2N=NN(C2)C2=CC(=NC(=C2)C)N2CCC(CC2)(F)F)NS(=O)(=O)[C@@H](CO)C